N,N-DIMETHYLTRYPTAMINE CN(C)CCC1=CNC2C=CC=CC1=2